ClC=1C=C(C=CC1)N[C@@H](CC(C)C)C(=O)N1[C@@H]2CC([C@H]([C@H]1C(=O)N[C@@H](/C=C(\C(=O)OCC)/F)C[C@H]1C(NCC1)=O)CC2)(F)F ethyl (R,E)-4-((1S,3S,4S)-2-((3-chlorophenyl)-L-leucyl)-5,5-difluoro-2-azabicyclo[2.2.2]octane-3-carboxamido)-2-fluoro-5-((S)-2-oxopyrrolidin-3-yl)pent-2-enoate